Dimethyl-ethyl-ammonium C[NH+](CC)C